4-bromophthalic acid monosodium salt [Na+].BrC=1C=C(C(C(=O)[O-])=CC1)C(=O)O